N-(6-(((tert-butylsulfinyl)amino)(tetrahydro-2H-pyran-4-yl)methyl)pyrimidin-4-yl)cyclopropanesulfonamide C(C)(C)(C)S(=O)NC(C1=CC(=NC=N1)NS(=O)(=O)C1CC1)C1CCOCC1